4'-ethoxy-4-biphenyl-carbonitrile Diethyl-2,5-dihydroxyterephthalate C(C)OC(C1=C(C=C(C(=O)OCC)C(=C1)O)O)=O.C(C)OC1=CC=C(C=C1)C1=CC=C(C=C1)C#N